N-(1,2,2,6,6-pentamethylpiperidin-4-yl)-1,3,4-thiadiazol-2-amin CN1C(CC(CC1(C)C)NC=1SC=NN1)(C)C